FC1=C(C(=O)N[C@H](C(=O)O)CC2=C3C=CC=NC3=C(C=C2)C=2N=CC3=CC=CC=C3C2C(F)(F)F)C(=CC=C1)F (S)-2-(2,6-Difluorobenzamido)-3-(8-(4-(trifluoromethyl)isoquinolin-3-yl)quinolin-5-yl)propionic acid